C(C)(C)(C)OC(=O)N1C[C@@H](CCC1)N(C1=NC=CC2=C1C=C(S2)/C=C/C(=O)O)C(C2=C(C=C(C=C2)C=2N=NN(C2)C)F)=O (E)-3-[4-[[(3R)-1-tert-butoxycarbonyl-3-piperidyl]-[2-fluoro-4-(1-methyltriazol-4-yl)benzoyl]amino]thieno[3,2-c]pyridin-2-yl]prop-2-enoic acid